N[C@H](C(=O)NCC=1C=C2CN(C(C2=CC1)=O)[C@@H]1C(NC(CC1)=O)=O)CC=1N=CNC1 (S)-2-amino-N-((2-((S)-2,6-dioxopiperidin-3-yl)-1-oxoisoindolin-5-yl)methyl)-3-(1H-imidazol-4-yl)propanamide